CC(CO)CC1=CC=C(C=C1)C(C)(C)CC 2-methyl-3-(4-tert-amylphenyl)propanol